OC1C(CCC=CCC1)O 1,2-dihydroxy-5-cyclooctene